BrC1=C2C(=NN(C2=C(C=C1)F)C1OCCCC1)CCC(O)O 4-bromo-7-fluoro-1-(oxan-2-yl)indazolePropandiol